BrC=1C(N(N(C(C1Br)=O)CCC(=O)O)CC)=O 3-(4,5-dibromo-2-ethyl-3,6-dioxo-3,6-dihydropyridazin-1(2H)-yl)propionic acid